OC[C@H](C[C@H]1C(NCC1)=O)NC(=O)[C@H]1N(C[C@@H](C1)C1=CC=CC=C1)C(=O)C=1NC2=CC=CC(=C2C1)OC (2S,4S)-N-((S)-1-hydroxy-3-((S)-2-oxopyrrolidin-3-yl)propan-2-yl)-1-(4-methoxy-1H-indole-2-carbonyl)-4-phenylpyrrolidine-2-carboxamide